phenyl-ethyl-malonic acid dipentyl ester C(CCCC)OC(C(C(=O)OCCCCC)(CC)C1=CC=CC=C1)=O